C(CN1C(=NC2=C1C=CC(=C2OC)C(N)=O)C2=CC=C(C=C2C(=O)O)F)N2C(=NC1=C2C=CC(=C1OC)C(N)=O)C1=CC=C(C=C1C(=O)O)F 6,6'-(Ethane-1,2-diylbis(5-carbamoyl-4-methoxy-1H-benzo[d]imidazole-1,2-diyl))bis(3-fluorobenzoic acid)